CC1=NNC(=C1)C1=NSC=2C1=NC(=CC2C2(CC2)C(=O)O)N2[C@@H](COCC2)C 1-[3-(3-methyl-1H-pyrazol-5-yl)-5-[(3R)-3-methylmorpholin-4-yl]-[1,2]thiazolo[4,5-b]pyridin-7-yl]cyclopropane-1-carboxylic acid